OC(C)(C)C=1N=CC(=NC1)N1C(O[C@@]2(C[C@@H](C3(CC3)CC2)CN2C=NC3=C2C=C(C=C3)C#N)C1)=O |r| rac-1-(((4S,6S)-9-(5-(2-hydroxypropan-2-yl)pyrazin-2-yl)-8-oxo-7-oxa-9-azadispiro[2.2.46.23]dodecan-4-yl)methyl)-1H-benzo[d]imidazole-6-carbonitrile